BrC=1C=C(C=C(C1)C(F)F)NC(C)=O N-(3-bromo-5-(difluoromethyl)phenyl)acetamide